1-[4-[(3-methyl-4-[[1,2,4]triazolo[1,5-a]pyridin-7-yloxy]phenyl)amino]pyrido[3,2-d]pyrimidin-6-yl]piperazin-2-one trifluoroacetate FC(C(=O)O)(F)F.CC=1C=C(C=CC1OC1=CC=2N(C=C1)N=CN2)NC=2C1=C(N=CN2)C=CC(=N1)N1C(CNCC1)=O